ClC=1C(=C(NC=2C3=C(N=CN2)C=NC(=N3)N3[C@@H]2CN([C@H](C3)C2)C(C=C)=O)C=CC1OCC1(CCC1)F)F 1-[(1S,4S)-5-[4-[3-Chloro-2-fluoro-4-[(1-fluorocyclobutyl)methoxy]anilino]pyrimido[5,4-d]pyrimidin-6-yl]-2,5-diazabicyclo[2.2.1]heptan-2-yl]prop-2-en-1-one